ClC=1C(=NN(C1)CC(F)(F)F)N 4-chloro-1-(2,2,2-trifluoroethyl)-1H-pyrazol-3-amine